FC1=C(C=CC(=C1)F)[C@@H]1N(OCC1)C1=CC(=NC=N1)NC=1C(=CC(=C(C1)NC(C=C)=O)N1[C@@H]2CN([C@H](C1)C2)CC)OC N-(5-((6-((R)-3-(2,4-difluorophenyl)isoxazolidine-2-yl)pyrimidine-4-yl)amino)-2-((1S,4S)-5-ethyl-2,5-diazabicyclo[2.2.1]heptane-2-yl)-4-methoxyphenyl)acrylamide